C(C(=O)O)(=O)O.C(CCC)=O butan-1-one oxalate salt